tert-butyl 4-[2-bromo-5-[2-[2-chloro-4-(trifluoromethyl) anilino]-2-oxo-ethyl]-6-ethyl-8-oxo-pyrido[2,3-b]pyrazin-7-yl]piperazine-1-carboxylate BrC=1N=C2C(=NC1)N(C(=C(C2=O)N2CCN(CC2)C(=O)OC(C)(C)C)CC)CC(=O)NC2=C(C=C(C=C2)C(F)(F)F)Cl